5-(8-bromo-5-oxo-5,6-dihydro-11H-indolo[3,2-c]isoquinolin-11-yl)-N-hydroxypentanamide BrC=1C=C2C(=CC1)N(C1=C2NC(C2=CC=CC=C12)=O)CCCCC(=O)NO